(1R,4s)-4-(8-(2-chloro-4,6-difluorophenylamino)-2-((S)-tetrahydrofuran-3-ylamino)-9H-purin-9-yl)cyclohexanecarboxamide ClC1=C(C(=CC(=C1)F)F)NC=1N(C2=NC(=NC=C2N1)N[C@@H]1COCC1)C1CCC(CC1)C(=O)N